C(C)(C)(C)OC(=O)NCC=1C=C(C=CC1)C1=CC(=CC=2C=C(OC21)COC)COC2=C(C=CC(=C2)C#N)CC(=O)OCC ethyl 2-(2-((7-(3-(((tert-butoxycarbonyl)amino)methyl)phenyl)-2-(methoxymethyl)benzofuran-5-yl)methoxy)-4-cyanophenyl)acetate